NC1=C2C(=NC=N1)N(N=C2C=2C(=C(C=CC2)NS(=O)(=O)C2=C(C=C(C(=C2)Cl)OC)F)F)C2CCNCC2 N-[3-(4-amino-1-piperidin-4-yl-1H-pyrazolo[3,4-d]pyrimidin-3-yl)-2-fluoro-phenyl]-5-chloro-2-fluoro-4-methoxy-benzenesulfonamide